ClC=1C(=CC2=C(C=NS2)C1)N 5-Chlorobenzo[d]isothiazol-6-amine